NNCCCCCCCCCCCCCCCCCCCCCC diazatetracosan